FC(COC1=CC(=CN=N1)N1C(C(C2=CC(=CC=C12)C(=O)NC1(CS(C1)(=O)=O)C)(C)C)=O)F 1-[6-(2,2-difluoro-ethoxy)pyridazin-4-yl]-3,3-dimethyl-N-(3-methyl-1,1-dioxo-thietan-3-yl)-2-oxo-indoline-5-carboxamide